COC1=C(C(=O)P(C2=C(C=C(C=C2C)C)C)(C(C2=C(C=CC=C2OC)OC)=O)=O)C(=CC=C1)OC bis(2,6-dimethoxy-benzoyl)-2,4,6-trimethylphenylphosphine oxide